1,3,5-tri(epoxypropyl)-s-triazine C(C1CO1)N1CN(CN(C1)CC1CO1)CC1CO1